(3-bromopyridine) cobalt [Co].BrC=1C=NC=CC1